N1C(CC=2C1=CC=1CC(NC1C2)=O)=O 5,7-dihydropyrrolo[2,3-f]indole-2,6(1H,3H)-dione